O=C1N(C(C=C1)=O)CCC(=O)N(C)CCCOC1=CC(=CC2=C1NC(=N2)NC(=O)C2=CC(=NN2CC)C)C(=O)N 7-(3-(3-(2,5-dioxo-2,5-dihydro-1H-pyrrol-1-yl)-N-methylpropanamido)propoxy)-2-(1-ethyl-3-methyl-1H-pyrazole-5-carboxamido)-1H-benzo[d]imidazole-5-carboxamide